Methyl 3-[3-(1-tert-butoxycarbonyl-4-piperidyl)anilino]-5-(methylamino)-6-(3-methylimidazo[4,5-c]pyridin-2-yl)pyrazine-2-carboxylate C(C)(C)(C)OC(=O)N1CCC(CC1)C=1C=C(NC=2C(=NC(=C(N2)NC)C2=NC3=C(C=NC=C3)N2C)C(=O)OC)C=CC1